(E)-3-(1H-imidazol-1-yl)-2-(3-(naphthalen-2-yl)acrylamido)propionic acid N1(C=NC=C1)CC(C(=O)O)NC(\C=C\C1=CC2=CC=CC=C2C=C1)=O